ClC=1C(=C(C(=C(C1)[C@H]1[C@@H](O[C@]([C@H]1C)(C(F)(F)F)C)C(=O)NC1=CC(=NC=C1)C(=O)OC)OC)F)OC methyl 4-((2R,3S,4S,5R)-3-(5-chloro-3-fluoro-2,4-dimethoxyphenyl)-4,5-dimethyl-5-(trifluoromethyl)tetrahydrofuran-2-carboxamido)picolinate